4-{[6-(5-chloro-2-fluorophenyl)-2H,3H,4H-pyrido[3,2-b][1,4]-oxazin-8-yl]amino}-N-(1-methylpiperidin-4-yl)pyridine-3-carboxamide ClC=1C=CC(=C(C1)C=1C=C(C=2OCCNC2N1)NC1=C(C=NC=C1)C(=O)NC1CCN(CC1)C)F